CC1(COCC(N1CC1=CC=C(O1)\C(\C=N\NC(NC)=S)=N\NC(NC)=S)(C)C)C (2E,2'E)-2,2'-(1-(5-((3,3,5,5-tetramethylmorpholino)methyl)furan-2-yl)ethane-1,2-diylidene)bis(N-methylhydrazine-1-carbothioamide)